4-(bromomethyl)-1-methylpyrazole hydrobromide Br.BrCC=1C=NN(C1)C